C1(CCCC1)N1N=CC(=C1)C=1C=C2C(=CNC2=CC1)NC(CC)=O N-[5-(1-cyclopentyl-1H-pyrazol-4-yl)-1H-indol-3-yl]propanamide